C[Si](OC(C)CC)(C(C)C)C di(methyl)isopropyl-(sec-butoxy)silane